O1[C@H](CCC1)C(=O)N[C@@H](CC(C)C)C(=O)N N2-[(2R)-tetrahydrofuran-2-ylcarbonyl]-L-leucinamide